1-methyl-4-(4-methyl-3-pentenyl)-3-cyclohexen-1-carbaldehyde CC1(CC=C(CC1)CCC=C(C)C)C=O